3-((4-(2-((R)-3-((5-chloro-4-(1H-indol-3-yl)pyrimidine-2-yl)amino)pyrrolidin-1-yl)ethyl)piperidin-1-yl)methyl)piperidine-1-carboxylic acid tert-butyl ester C(C)(C)(C)OC(=O)N1CC(CCC1)CN1CCC(CC1)CCN1C[C@@H](CC1)NC1=NC=C(C(=N1)C1=CNC2=CC=CC=C12)Cl